Methyl 2-(4-(6-(2-(4-chlorophenyl)-2-oxoethoxy)pyridin-2-yl)-2-fluorobenzyl)-1-(2-methoxyethyl)-1H-benzo[d]imidazole-6-carboxylate ClC1=CC=C(C=C1)C(COC1=CC=CC(=N1)C1=CC(=C(CC2=NC3=C(N2CCOC)C=C(C=C3)C(=O)OC)C=C1)F)=O